CC1=C(C(=O)[O-])C=CC=C1I 2-methyl-iodobenzoate